C(C)=C1C(CCC(C1)(CCC)CCC)=O 2-ethylidene-4,4-dipropylcyclohexanone